[Si](C)(C)(C(C)(C)C)OC1CN(CC=C(C1)C1=C(C(=CC=2CCOC21)NC2=NC(=CC(=N2)C)NC)F)C(=O)OC(C)(C)C tert-butyl 3-[tert-butyl(dimethyl)silyl]oxy-5-[6-fluoro-5-[[4-methyl-6-(methylamino)pyrimidin-2-yl]amino]-2,3-dihydrobenzofuran-7-yl]-2,3,4,7-tetrahydroazepine-1-carboxylate